CC1(OB(OC1(C)C)C=1C=C(C=CC1)C1C(C1)C(=O)[O-])C 2-[3-(4,4,5,5-tetramethyl-1,3,2-dioxaborolan-2-yl)phenyl]cyclopropanecarboxylate